CN1C=C(C(=CC1=O)C)NC1=NC=C2N(C(N(C2=N1)C1CCOCC1)=O)C 2-((1,4-dimethyl-6-oxo-1,6-dihydropyridin-3-yl)amino)-7-methyl-9-(tetrahydro-2H-pyran-4-yl)-7,9-dihydro-8H-purin-8-one